tetradecyl-dimethyl-(3-sulfopropyl)ammonium hydroxide [OH-].C(CCCCCCCCCCCCC)[N+](CCCS(=O)(=O)O)(C)C